i-Butylacetat C(C(C)C)OC(C)=O